n-Butyl 2,4,6-tri-O-acetyl-3-deoxy-3-[4-(3,4,5-trifluorophenyl)-1H-1,2,3-triazol-1-yl]-α-D-galactopyranoside C(C)(=O)O[C@H]1[C@@H](OCCCC)O[C@@H]([C@@H]([C@@H]1N1N=NC(=C1)C1=CC(=C(C(=C1)F)F)F)OC(C)=O)COC(C)=O